3-chloro-7,8-dihydroquinolin-5(6H)-one ClC=1C=NC=2CCCC(C2C1)=O